2-(2,6-dioxo-3-piperidinyl)-5-[1-[3-(methylamino)propyl]-4-piperidinyl]isoindoline-1,3-dione O=C1NC(CCC1N1C(C2=CC=C(C=C2C1=O)C1CCN(CC1)CCCNC)=O)=O